C(C)(C)(C)OC(=O)N1C(CCCC1)CS(=O)(=O)C1=CC=C(C=C1)C(F)(F)F (((4-(trifluoromethyl)phenyl)sulfonyl)methyl)piperidine-1-carboxylic acid tert-butyl ester